C(C1=CC=CC=C1)OC1=CC(=C(C(=O)OC2=C(C(=C(C(=O)OC(C)(C)C)C(=C2C)C)OCOC)Br)C(=C1)C)OC tert-butyl 4-((4-(benzyloxy)-2-methoxy-6-methylbenzoyl)oxy)-3-bromo-2-(methoxymethoxy)-5,6-dimethylbenzoate